2-(2-pyrrolecarboxamido)-N-(4-methoxyphenyl)-1,3-selenazol-5-carboxamide N1C(=CC=C1)C(=O)NC=1[Se]C(=CN1)C(=O)NC1=CC=C(C=C1)OC